COC1=CC=C(C=C1)CN(C1=C(C=C2C(=N1)C=C(N2C2CC2)C(=O)OCC)C)CC2=CC=C(C=C2)OC ethyl 5-[bis[(4-methoxyphenyl)methyl]amino]-1-cyclopropyl-6-methyl-pyrrolo[3,2-b]pyridine-2-carboxylate